CN1N=CC2=CC(=CC=C12)C=1C=CC=C(C(=O)O)C1 5-(1-methyl-1H-indazol-5-yl)benzoic acid